NC1=C(C(=O)Cl)C=C(C(=C1F)Br)C(F)(F)F 2-Amino-4-bromo-3-fluoro-5-(trifluoromethyl)benzoyl chloride